CC1(OB(OC1(C)C)C1(CC=C(C=C1)C1=CC=CC=C1)B1OC(C(O1)(C)C)(C)C)C 4,4-bis(4,4,5,5-tetramethyl-1,3,2-dioxaborolan-2-yl)-1,1-biphenyl